tert-butyl (1R,5S)-3-(7-chloro-8-fluoro-2-(methylthio)pyrido[4,3-d]pyrimidin-4-yl)-3,8-diazabicyclo[3.2.1]octane-8-carboxylate ClC1=C(C=2N=C(N=C(C2C=N1)N1C[C@H]2CC[C@@H](C1)N2C(=O)OC(C)(C)C)SC)F